C(C)(C)(C)[C@](NCC1=CC=CC=C1)(CC(CCN)C(=O)O)C(=O)O α-tert-butyl-γ-carboxybenzyl-L-lysine